CONC1=CC=CC(=C1)OC1=CC(=CC=C1)OC(F)(F)F methoxy-5-(3-(trifluoromethoxy)phenoxy)aniline